1-tert-butyl 4-methyl (2R,4R)-2-methyl-4-(2-methylprop-2-en-1-yl)piperidine-1,4-dicarboxylate C[C@H]1N(CC[C@](C1)(C(=O)OC)CC(=C)C)C(=O)OC(C)(C)C